CN1C([C@H]2N(C3=CC=C(C=C13)C(F)(F)F)CCNC2)=O (S)-6-methyl-8-(trifluoromethyl)-2,3,4,4a-tetrahydro-1H-pyrazino[1,2-a]quinoxalin-5(6H)-one